FC(C)(F)C1=[N+](C=CC(=C1)OCCOC)[CH2-] (2-(1,1-difluoroethyl)-4-(2-methoxyethoxy)pyridin-1-ium-1-yl)methanide